COC1=CC(=NN1)NC1=CN=C2C(=N1)N(C=C2)C[C@@H]2CN(CCC2)C (S)-N-(5-methoxy-1H-pyrazol-3-yl)-5-((1-methylpiperidin-3-yl)methyl)-5H-pyrrolo[2,3-b]pyrazin-3-amine